C(CCCCCC(=O)OCC(COC(CCCCCC(=O)OCCCCCCCC)=O)(COC(CCCCCC(=O)OCCCCCCCC)=O)CO)(=O)OCCCCCCCC O7-[2-(hydroxymethyl)-3-(7-octoxy-7-oxo-heptanoyl)oxy-2-[(7-octoxy-7-oxo-heptanoyl)oxymethyl]propyl] O1-octyl heptanedioate